C(#N)CN(C(=O)C1=CN=CS1)C N-(cyanomethyl)-N-methyl-1,3-thiazole-5-carboxamide